ClC1=CN(C2=CN=CC=C21)C 3-chloro-1-methyl-1H-pyrrolo[2,3-c]pyridine